FC=1C(=C(C=C(C1)F)C1CCN(CC1)C(=O)C1=NNC2=C1CN(CC2)CCC(F)(F)F)C(F)(F)F (4-(3,5-Difluoro-2-(trifluoromethyl)phenyl)piperidin-1-yl)(5-(3,3,3-trifluoropropyl)-4,5,6,7-tetrahydro-1H-pyrazolo[4,3-c]pyridin-3-yl)methanone